(R)-1-((S)-4-(4-((4-([1,2,4]triazolo[1,5-a]pyridin-7-yloxy)-3-methylphenyl)amino)pyrrolo[2,1-f][1,2,4]triazin-5-yl)azepan-1-yl)-2-chloro-2-fluoroethan-1-one N=1C=NN2C1C=C(C=C2)OC2=C(C=C(C=C2)NC2=NC=NN1C2=C(C=C1)[C@@H]1CCN(CCC1)C([C@H](F)Cl)=O)C